ClC1CN(C(C2=CC(=C(C=C12)OCC1=CC=CC=C1)OC)\C=C\C1=CC2=C(OCO2)C=C1C)CCC#N 3-[4-chloro-6-benzyloxy-7-methoxy-1-[(E)-2-(6-methyl-1,3-benzodioxol-5-yl)vinyl]-3,4-dihydro-1H-isoquinolin-2-yl]propanenitrile